N-(4-(((3-(2-aminopyrimidin-5-yl)-5-morpholinophenyl)sulfonyl)methyl)phenyl)methanesulfonamide ethyl-7-bromo-6-methyl-4-oxo-5H-pyrazolo[1,5-a]pyrazine-3-carboxylate C(C)OC(=O)C=1C=NN2C1C(NC(=C2Br)C)=O.NC2=NC=C(C=N2)C=2C=C(C=C(C2)N2CCOCC2)S(=O)(=O)CC2=CC=C(C=C2)NS(=O)(=O)C